C(C)(=O)OCCC(CCC)CC 3-Ethylhexyl Acetate